OC(C)(C)C1CCC(=CC1C1=C(C=C(C=C1O)CCCCC)O)C 2-[6-(1-hydroxy-1-methyl-ethyl)-3-methyl-cyclohex-2-enyl]-5-pentylbenzene-1,3-diol